FC(OC=1C=NC=C(C1)F)F 3-(difluoromethoxy)-5-fluoropyridin